ClC=1C(=C(C=CC1)NC=1C2=C(N=C(N1)C)C=C(C=N2)CN2C[C@@H](CC2)O)C (R)-1-((4-(3-chloro-2-methylphenylamino)-2-methylpyrido[3,2-d]pyrimidin-7-yl)methyl)pyrrolidin-3-ol